2-(1-cyclopropyl-2-hydroxy-2-methylpropyl)-7-(2-fluoro-3-methyl-4-(5-methyl-1,3,4-oxadiazol-2-yl)phenyl)isoindolin-1-one C1(CC1)C(C(C)(C)O)N1C(C2=C(C=CC=C2C1)C1=C(C(=C(C=C1)C=1OC(=NN1)C)C)F)=O